N-(Benzenesulfonyl)-6-[3-[tert-butyl(dimethyl)silyl]pyrazol-1-yl]-2-[(4S)-2,2,4-trimethylpyrrolidin-1-yl]pyridine-3-carboxamide C1(=CC=CC=C1)S(=O)(=O)NC(=O)C=1C(=NC(=CC1)N1N=C(C=C1)[Si](C)(C)C(C)(C)C)N1C(C[C@@H](C1)C)(C)C